ClC1=CC=2N(C=C1)C(=C(N2)C2=C(C=C(C=C2)C(N(C)C)=O)F)C[C@H]2CN(CCO2)C(=O)OC methyl (S)-2-((7-chloro-2-(4-(dimethylcarbamoyl)-2-fluorophenyl)imidazo[1,2-a]pyridin-3-yl)methyl)morpholine-4-carboxylate